3-Bromo-5-(4-(methylsulfonyl)phenyl)-7-(trifluoromethyl)pyrazolo[1,5-a]pyrimidine BrC=1C=NN2C1N=C(C=C2C(F)(F)F)C2=CC=C(C=C2)S(=O)(=O)C